4-[(2S)-3-[(3R)-3-(5-chloropyrimidin-2-yl)-3-[1-(trifluoromethyl)cyclopropyl]propanamido]-2-(dimethylamino)propyl]-2,5-difluorobenzamide ClC=1C=NC(=NC1)[C@H](CC(=O)NC[C@H](CC1=CC(=C(C(=O)N)C=C1F)F)N(C)C)C1(CC1)C(F)(F)F